C(C)(C)(C)OC(NC(C)(C)C1CCC(CC1)=O)=O (2-(4-Oxocyclohexyl)propan-2-yl)carbamic acid tert-butyl ester